(4-(8-(2-Iodophenethyl)-7-isopropyl-2,6-dioxo-1-(prop-2-yn-1-yl)-1,2,6,7-tetrahydro-3H-purin-3-yl)butyl)phosphonic acid IC1=C(CCC2=NC=3N(C(N(C(C3N2C(C)C)=O)CC#C)=O)CCCCP(O)(O)=O)C=CC=C1